4-(4-(4-fluorophenyl)-1-isopropyl-1H-imidazol-5-yl)-N-(5-(8-methyl-3,8-diazabicyclo[3.2.1]octan-3-yl)pyridin-2-yl)oxazole-2-carboxamide FC1=CC=C(C=C1)C=1N=CN(C1C=1N=C(OC1)C(=O)NC1=NC=C(C=C1)N1CC2CCC(C1)N2C)C(C)C